O[C@@H](C[C@H]1CCC=2C=3C1=C1C(=NC3C=C(C2C)F)C2=CC3=C(C(N2C1)=O)COC([C@]3(O)CC)=O)CO (1R,9S)-1-((S)-2,3-Dihydroxypropyl)-9-ethyl-5-fluoro-9-hydroxy-4-methyl-1,2,3,9,12,15-hexahydro-10H,13H-benzo[de]pyrano[3',4':6,7]indolizino[1,2-b]quinoline-10,13-dione